2-isopropoxy-5-isobutyramido-N-(1-(3-(thiazol-2-yl)phenyl)ethyl)benzamide C(C)(C)OC1=C(C(=O)NC(C)C2=CC(=CC=C2)C=2SC=CN2)C=C(C=C1)NC(C(C)C)=O